C123C4(CC(CC4C(CC1)C2)OC(C(=C)C)=O)O3 4-epoxytricyclo[5.2.1.02,6]decylmethacrylate